CC1=CC=C(C=C1)\C=C/C1=CC=CC=C1 (Z)-1-methyl-4-phenylvinylbenzene